COC1=NC=CC=C1COC1=CC=C2C=C(NC2=C1)C 6-((2-methoxypyridin-3-yl)methoxy)-2-methylindole